1,3-bis(4-methoxybenzyl)-1,6,7,8-tetrahydropyrimido[4,5-f]indolizine-2,4,10(3H)-trione COC1=CC=C(CN2C(N(C(C3=C2C(N2CCCC2=C3)=O)=O)CC3=CC=C(C=C3)OC)=O)C=C1